BrC1=NN(C(N1[C@@H](C(=O)OCC)C)=O)CC1CCCCC1 ethyl (2R)-2-[3-bromo-1-(cyclohexylmethyl)-5-oxo-1,2,4-triazol-4-yl]propanoate